NC=1C2=C(N=C(N1)Cl)N(C=C2I)[C@@H]2C[C@@H]([C@@H]1[C@H]2OC(O1)(C)C)C1CN(CCC1)C(=O)OC(C)(C)C tert-butyl 3-[(3aR,4R,6R,6aS)-6-{4-amino-2-chloro-5-iodopyrrolo[2,3-d]pyrimidin-7-yl}-2,2-dimethyl-tetrahydro-3aH-cyclopenta[d][1,3]dioxol-4-yl]piperidine-1-carboxylate